6-{4-fluoro-3-[(2-methoxyethyl)methylamino]Benzyl}-N4-(5-methyl-1H-pyrazol-3-yl)-1-(tetrahydro-2H-pyran-4-yl)-1H-pyrazolo[3,4-d]Pyrimidine-4,6-diamine FC1=C(C=C(CC2(N=C(C=3C(=N2)N(NC3)C3CCOCC3)NC3=NNC(=C3)C)N)C=C1)N(C)CCOC